N-[(4-bromo-3-chlorophenyl)methyl]cyclopropanamine BrC1=C(C=C(C=C1)CNC1CC1)Cl